FC(C1=NC=C(C#N)C=C1)(OC1=CC=CC2=CC=CC=C12)F 6-(difluoro(naphthalen-1-yloxy)methyl)nicotinonitrile